3-{4-[(Cyclopropylmethyl)amino]-2-[4-(4-ethylpiperazin-1-yl)phenylamino]pyrimidin-5-yl}acrylonitrile C1(CC1)CNC1=NC(=NC=C1C=CC#N)NC1=CC=C(C=C1)N1CCN(CC1)CC